O=C1N(C(CCC1N1C(C2=CC=C(C=C2C1)O[C@@H]1CC[C@@H](N(C1)C(=O)OC(C)(C)C)C)=O)=O)COCC[Si](C)(C)C tert-butyl (2S,5R)-5-((2-(2,6-dioxo-1-((2-(trimethylsilyl)ethoxy)methyl)piperidin-3-yl)-1-oxoisoindolin-5-yl)oxy)-2-methylpiperidine-1-carboxylate